N-((R)-1-(1,1-difluoro-2,3-dihydro-1H-inden-4-yl)ethyl)-2,7-dimethyl-6-(((S)-tetrahydrofuran-3-yl)oxy)-7H-pyrazolo[3,4-h]quinazolin-4-amine FC1(CCC2=C(C=CC=C12)[C@@H](C)NC1=NC(=NC2=C3C(=C(C=C12)O[C@@H]1COCC1)N(N=C3)C)C)F